C1C(C)O1 Propylene oxid